(S)-2-chloro-N-(1-(1-(5-((dimethyl(oxo)-λ6-sulfaneylidene)amino)pyridin-2-yl)-1H-1,2,4-triazol-5-yl)ethyl)-3-(trifluoromethyl)benzamide ClC1=C(C(=O)N[C@@H](C)C2=NC=NN2C2=NC=C(C=C2)N=S(=O)(C)C)C=CC=C1C(F)(F)F